(4-iodophenyl)diphenylsulfonium chloride [Cl-].IC1=CC=C(C=C1)[S+](C1=CC=CC=C1)C1=CC=CC=C1